(6-chloro-5-(5-(difluoromethyl)indol-1-yl)-1,2,4-triazin-3-yl)-6-methoxy-2-methyl-1,2,3,4-tetrahydroisoquinolin-7-amine ClC1=C(N=C(N=N1)C1N(CCC2=CC(=C(C=C12)N)OC)C)N1C=CC2=CC(=CC=C12)C(F)F